7-propyl-1H-purine-2,6(3H,7H)-dione C(CC)N1C=NC=2NC(NC(C12)=O)=O